1-[18F]fluoro-3-(2-nitro-1H-imidazol-1-yl)propan-2-ol [18F]CC(CN1C(=NC=C1)[N+](=O)[O-])O